CC=1C=C(C=NC1C)NC(C(=O)N1[C@H](CC[C@@H](C1)C)C1=CC2CCC(NC2C=C1)=O)=O (5,6-dimethyl-3-pyridyl)-2-[(2R,5S)-5-methyl-2-(2-oxo-3,4,4a,8a-tetrahydro-1H-quinolin-6-yl)-1-piperidyl]-2-oxo-acetamide